C1=CC=C(C=2SC3=C(C21)C=CC=C3)C3(NC=CC=N3)/C/3=C(/C(=O)OC3=O)\C 2-(dibenzo[b,d]Thiophen-4-yl)pyrimidinecitraconic anhydride